C(CCCCCCCCCCC)OC(CCSCCC(=O)OCCCCCCCCCCCC)=O didodecyl-3,3'-thiobispropionate